CN(C(=O)CC1=CC(=C(C=N1)C(=O)OC)C1=CC(=NC=C1OC)C(F)(F)F)C methyl 6-[(dimethylcarbamoyl)methyl]-5'-methoxy-2'-(trifluoromethyl)-[4,4'-bipyridine]-3-carboxylate